methyl 6-((5-chloro-3-(2,2,2-trifluoroethoxy)pyridin-2-yl)oxy)-8-fluoro-5-methyl-[1,2,4]triazolo[1,5-a]pyridine-2-carboxylate ClC=1C=C(C(=NC1)OC=1C=C(C=2N(C1C)N=C(N2)C(=O)OC)F)OCC(F)(F)F